C(#C)C1=C(C=C(N)C=C1F)F 4-ethynyl-3,5-difluoroaniline